FC12CCC(CC1)(CC2)NC(=O)NCC2=CC(=NC=C2)OCC(F)(F)F 1-(4-fluoro-1-bicyclo[2.2.2]octanyl)-3-[[2-(2,2,2-trifluoroethoxy)pyridin-4-yl]methyl]urea